4-(5-cyclopentyl-1H-pyrazol-3-yl)-N2-(2-methyl-2-azaspiro[3.5]non-7-yl)pyrimidine-2,4-diamine C1(CCCC1)C1=CC(=NN1)C1(NC(=NC=C1)NC1CCC2(CN(C2)C)CC1)N